7-[(R)-3-(3-chloro-2-tolyl)-3-pyrrolidinylamino]-3-quinolinecarbonitrile ClC=1C(=C(C=CC1)C)[C@]1(CNCC1)NC1=CC=C2C=C(C=NC2=C1)C#N